3-chloro-2,4-pentanediol dibenzoate C(C1=CC=CC=C1)(=O)OC(C)C(C(C)OC(C1=CC=CC=C1)=O)Cl